CC1=CC=C(NC2=CC=C(C=C2)NC(C=C)=O)C=C1 N-[4-(4-methylanilino)phenyl]acrylamide